C1(CC1)C1=NOC(=C1)NS(=O)(=O)C=1C(=CC=CC1)C1=C(C=CC=C1)COCC N-(3-cyclopropylisoxazol-5-yl)-2'-(ethoxymethyl)-[1,1'-biphenyl]-2-sulfonamide